(cis)-1-Benzyl 4-tert-butyl 6,6-difluoro-2-methyltetrahydropyrrolo[3,2-b]pyrrole-1,4(2H,5H)-dicarboxylate FC1(CN(C2C1N(C(C2)C)C(=O)OCC2=CC=CC=C2)C(=O)OC(C)(C)C)F